methyl 2-(3-fluoro-5-(prop-1-en-2-yl)-2-(trifluoromethyl)phenyl)acetate FC=1C(=C(C=C(C1)C(=C)C)CC(=O)OC)C(F)(F)F